6-(2,6-dichlorophenyl)-N-(3-methyl-4-(4-methylpiperazin-1-yl)phenyl)pyrimido[5,4-c][2,6]naphthyridin-2-amine ClC1=C(C(=CC=C1)Cl)C1=NC2=C(C=3C=NC=CC13)N=C(N=C2)NC2=CC(=C(C=C2)N2CCN(CC2)C)C